1-bromo-3-nitrobenzene BrC1=CC(=CC=C1)[N+](=O)[O-]